ClC1=NC(=NC=C1C1(CC1)C(=O)OCC)SC Ethyl 1-[4-chloro-2-(methylsulfanyl)pyrimidin-5-yl]cyclopropane-1-carboxylate